Dimethyl 2,6-dimethyl-4-oxopiperidine-3,5-dicarboxylate CC1NC(C(C(C1C(=O)OC)=O)C(=O)OC)C